(1S,2R)-N-(7-chloro-6-(1-((3S,4S)-4-hydroxy-3-methyltetrahydrofuran-3-yl)piperidin-4-yl)isoquinolin-3-yl)-2-ethoxycyclopropane-1-carboxamide ClC1=C(C=C2C=C(N=CC2=C1)NC(=O)[C@@H]1[C@@H](C1)OCC)C1CCN(CC1)[C@]1(COC[C@H]1O)C